NC=1C=CC(=C(C1)C=1C(=C(C(=O)N)C=C(C1)Cl)O)F (5-Amino-2-fluorophenyl)-5-chloro-2-hydroxybenzamide